2-(2-chlorophenyl)-N-{4-[5-(2-hydroxypropan-2-yl)-1-methyl-1H-Pyrazol-3-yl]-3-sulfamoylphenyl}acetamide silver-selenium [Se].[Ag].ClC1=C(C=CC=C1)CC(=O)NC1=CC(=C(C=C1)C1=NN(C(=C1)C(C)(C)O)C)S(N)(=O)=O